(1R,3S,4R)-N-((S)-1-cyano-2-((S)-2-oxopiperidin-3-yl)ethyl)-5,5-difluoro-2-(9-hydroxy-9H-fluorene-9-carbonyl)-2-azabicyclo[2.2.2]octane-3-carboxamide C(#N)[C@H](C[C@H]1C(NCCC1)=O)NC(=O)[C@H]1N([C@H]2CC([C@@H]1CC2)(F)F)C(=O)C2(C1=CC=CC=C1C=1C=CC=CC21)O